BrC1=CC=C(C=C1)C1(N=NCC1)C(C(F)(F)F)(F)F 3-(4-bromophenyl)-3-(perfluoroethyl)-4,5-dihydro-3H-pyrazole